1-(2-(3-chloro-5-fluorobenzyl)-2,8-diazaspiro[4.5]decane-8-carbonyl)-1H-pyrazole-3-carboxamide ClC=1C=C(CN2CC3(CC2)CCN(CC3)C(=O)N3N=C(C=C3)C(=O)N)C=C(C1)F